FC(C1=CC=C(C=C1)N1N=C(N=C1)C1=CC(=C(C=C1)NC(=O)\N=C\1/SCC(N1C1=C(C=CC(=C1)C)COCC(F)(F)F)=O)C)F (Z)-1-(4-(1-(4-(difluoromethyl)phenyl)-1H-1,2,4-triazol-3-yl)-2-methylphenyl)-3-(3-(5-methyl-2-((2,2,2-trifluoroethoxy)methyl)phenyl)-4-oxothiazolidin-2-ylidene)urea